tert-Butyl 3,3-difluoro-4-((5-((8-fluoro-2-methylimidazo[1,2-a]pyridin-6-yl)carbamoyl)pyrazin-2-yl)oxy)piperidine-1-carboxylate FC1(CN(CCC1OC1=NC=C(N=C1)C(NC=1C=C(C=2N(C1)C=C(N2)C)F)=O)C(=O)OC(C)(C)C)F